sodium 3-chloro-2-(4-hydroxypiperidin-1-yl)pyridine-4-thiolate ClC=1C(=NC=CC1[S-])N1CCC(CC1)O.[Na+]